tert-butyl 5-(1-(hydroxymethyl) cyclopropyl)-2,5-diazabicyclo[2.2.1]heptane-2-carboxylate OCC1(CC1)N1C2CN(C(C1)C2)C(=O)OC(C)(C)C